4-(8-(1-(but-2-ynyl)pyrrolidin-2-yl)quinazolin-6-yl)-N-(4-cyclopropylpyridin-2-yl)-3-fluorobenzamide C(C#CC)N1C(CCC1)C=1C=C(C=C2C=NC=NC12)C1=C(C=C(C(=O)NC2=NC=CC(=C2)C2CC2)C=C1)F